C(#N)C1=C(C=CC(=C1)C(F)(F)F)N1CCC(CC1)(C(=O)N[C@H]1CN(CC1)C)C=1C=NC(=CC1)C1=C(C(=CC=C1)F)OCC 1-[2-cyano-4-(trifluoromethyl)phenyl]-4-[6-(2-ethoxy-3-fluorophenyl)pyridin-3-yl]-N-[(3R)-1-methylpyrrolidin-3-yl]piperidine-4-carboxamide